5-ethyl-N5-methylpyridine-2,5-dicarboxamide C(C)C1(CC=C(N=C1)C(=O)N)C(=O)NC